C1(CC1)N1C[C@@H](CCC1)NC(CN1N=C(N2C(C1=O)=CC1=C2SC=C1)C(C)(C)O)=O (R)-N-(1-cyclopropylpiperidin-3-yl)-2-(8-(2-hydroxypropan-2-yl)-5-oxothieno[3',2':4,5]pyrrolo[1,2-d][1,2,4]triazin-6(5H)-yl)acetamide